FC=1C=CC(=C(C(=O)N(C(C)C)C(C)C)C1)N1C=C(C=2C1=CN=CC2)C(=O)[C@@H]2CN(CC2)CC2CCC(CC2)NS(=O)(=O)C 5-Fluoro-N,N-diisopropyl-2-(3-((S)-1-(((1r,4S)-4-(methylsulfonamido)-cyclohexyl)-methyl)pyrrolidine-3-carbonyl)-1H-pyrrolo[2,3-c]pyridin-1-yl)benzamide